N-(4-((3R,4S)-3-amino-4-fluoropiperidin-1-yl)-5-((tetrahydro-2H-pyran-4-yl)ethanyl)pyridin-2-yl)-1-isopropyl-1H-pyrazolo[3,4-b]pyridin-6-amine N[C@@H]1CN(CC[C@@H]1F)C1=CC(=NC=C1CCC1CCOCC1)NC1=CC=C2C(=N1)N(N=C2)C(C)C